FC1=C(C=CC=C1)C1=C(C(=CC=C1)C=1C=C2CN(C(C2=CC1)=O)CCC(=O)O)C 3-(5-(2'-Fluoro-2-methyl-[1,1'-biphenyl]-3-yl)-1-oxoisoindolin-2-yl)propanoic acid